C1(CCCCC1)[C@@H](C(=O)NC=1C=C2CC(CC2=CC1)(C(NC)=O)N1C(NCC1C)=O)NC(=O)C1=CC=NN1C N-((1S)-1-cyclohexyl-2-((2-(5-methyl-2-oxoimidazolidin-1-yl)-2-(methylcarbamoyl)-2,3-dihydro-1H-inden-5-yl)amino)-2-oxoethyl)-1-methyl-1H-pyrazole-5-carboxamide